ClC1=CC(=C(C=C1)C1=C(C2=C(OCC1)C=C(C=C2)C(=O)O)C2=CC=C(C=C2)CC2CN(C2)CCCF)C 4-(4-chloro-2-methylphenyl)-5-(4-((1-(3-fluoropropyl)azetidin-3-yl)methyl)phenyl)-2,3-dihydrobenzo[b]oxepine-8-carboxylic acid